bis(tributyl-n-octylphosphine) 3,5-bis(methoxycarbonyl)phenylphosphonate COC(=O)C=1C=C(C=C(C1)C(=O)OC)P(O)(O)=O.C(CCC)C(CCCCCCCP)(CCCC)CCCC.C(CCC)C(CCCCCCCP)(CCCC)CCCC